2-(Ethyl(methyl)amino)-N-(4-(3-isopropyl-2-(8-methoxy-[1,2,4]triazolo[1,5-a]pyridin-6-yl)-1H-indol-5-yl)cyclohexyl)acetamid C(C)N(CC(=O)NC1CCC(CC1)C=1C=C2C(=C(NC2=CC1)C=1C=C(C=2N(C1)N=CN2)OC)C(C)C)C